dimethyl-(phenyl)silanecarboxylic acid C[Si](C(=O)O)(C1=CC=CC=C1)C